C(=C)[B-](F)(F)F.[K+] potassium ethenyl(trifluoro)boranuide